C(C)C1=C(C(=CC=C1F)C1=CC(=NC=C1)OC)NC(=O)C1=NN2C(OCCC2)=C1S(=O)(N)=N ((2-ethyl-3-fluoro-6-(2-methoxypyridin-4-yl)phenyl)carbamoyl)-6,7-dihydro-5H-pyrazolo[5,1-b][1,3]oxazine-3-sulfonimidamide